(E)-2-((4-(benzyloxy)-1H-indol-3-yl)methylene)-1-(pyrimidin-2-yl)hydrazin-1-ium 2,2,2-trifluoroacetate FC(C(=O)[O-])(F)F.C(C1=CC=CC=C1)OC1=C2C(=CNC2=CC=C1)\C=N\[NH2+]C1=NC=CC=N1